C(C)(C)(C)C1(C(N(C1)C(=O)OC(C)C1=NC(=NC(=C1)NC1CCC(CC1)(F)F)N1N=C(C=C1)C1CC1)(C)C)C=O 1-(2-(3-cyclopropyl-1H-pyrazol-1-yl)-6-((4,4-difluorocyclohexyl)amino)pyrimidin-4-yl)ethan-1-ol tert-butyl-3-formyl-2,2-dimethylazetidine-1-carboxylate